ClC=1C=C(C(=NC1)N1C([C@H](N(C(C1)=O)CC1=CC=C(C=C1)F)C1COC1)=O)F (R)-1-(5-chloro-3-fluoropyridin-2-yl)-4-(4-fluorobenzyl)-3-(oxetan-3-yl)piperazine-2,5-dione